3,4,5-trimethoxy-4'-bromo-cis-stilbene COC=1C=C(C=C(C1OC)OC)\C=C/C1=CC=C(C=C1)Br